The molecule is the 1,5-dihydro derivative of coenzyme F420. It is a member of pyrimidoquinolines and a ribitol phosphate. It derives from a coenzyme gamma-F420-2. It is a conjugate acid of a 1,5-dihydrocoenzyme F420(4-). C[C@@H](C(=O)N[C@@H](CCC(=O)N[C@@H](CCC(=O)O)C(=O)O)C(=O)O)OP(=O)(O)OC[C@H]([C@H]([C@H](CN1C2=C(CC3=C1NC(=O)NC3=O)C=CC(=C2)O)O)O)O